(S)-2-amino-3-(6-methyl-1,2,4,5-tetrazin-3-yl)propanoic acid trifluoroacetate salt FC(C(=O)O)(F)F.N[C@H](C(=O)O)CC=1N=NC(=NN1)C